(S)-3-((S)-sec-butyl)-7-fluoro-5-phenyl-1,3-dihydro-2H-benzo[e][1,4]diazepin-2-one [C@H](C)(CC)[C@@H]1N=C(C2=C(NC1=O)C=CC(=C2)F)C2=CC=CC=C2